N,N-diphenylethylenediamine C1(=CC=CC=C1)N(CCN)C1=CC=CC=C1